bis(carbazol-9-yl)-pyrene C1=CC=CC=2C3=CC=CC=C3N(C12)C=1C=C2C=CC3=CC(=CC4=CC=C(C1)C2=C43)N4C3=CC=CC=C3C=3C=CC=CC43